(1s,4s)-4-((5-(8-fluoroimidazo[1,2-a]pyridin-6-yl)-4-methoxy-7H-pyrrolo[2,3-d]pyrimidin-2-yl)amino)-N,N-dimethylcyclohexane-1-carboxamide FC=1C=2N(C=C(C1)C1=CNC=3N=C(N=C(C31)OC)NC3CCC(CC3)C(=O)N(C)C)C=CN2